Bis(3-(azetidin-1-yl)phenyl)diphenylsilane N1(CCC1)C=1C=C(C=CC1)[Si](C1=CC=CC=C1)(C1=CC=CC=C1)C1=CC(=CC=C1)N1CCC1